acetyl salicylate C(C=1C(O)=CC=CC1)(=O)OC(C)=O